2,5,8,11-Tetraoxatridecan-13-yl 4-methylbenzenesulfonate CC1=CC=C(C=C1)S(=O)(=O)OCCOCCOCCOCCOC